2,2-difluoro-4-(naphthalen-2-yl)butanamide FC(C(=O)N)(CCC1=CC2=CC=CC=C2C=C1)F